C(C1=CC=CC=C1)N1C[C@H]2CCC(N3[C@]2(CC1)OC[C@@H]3CC)=O (3S,7aR,11aR)-9-benzyl-3-ethyl-2,3,6,7,7a,8,10,11-octahydrooxazolo[2,3-j][1,6]naphthyridin-5-one